FC=1C=C(CN2C(=NC3=NC=C(C=C32)N3C=CC=2C3=NC(=CN2)C2=CC=C(C#N)C=C2)C)C=C(C1)F 4-(5-(1-(3,5-difluorobenzyl)-2-methyl-1H-imidazo[4,5-b]pyridin-6-yl)-5H-pyrrolo[2,3-b]pyrazine-3-yl)benzonitrile